(4R)-N-{[(2R)-1,4-Dioxan-2-yl]methyl}-2-{[(2S)-1,4-dioxan-2-yl]methyl}-8-methyl-4-(trifluoromethyl)-4,5-dihydro-2H-furo[2,3-g]indazol-7-carboxamid O1[C@@H](COCC1)CNC(=O)C1=C(C2=C(C[C@H](C3=CN(N=C23)C[C@@H]2OCCOC2)C(F)(F)F)O1)C